CC([C@](N)(C(=O)O)C)(C1=CNC2=CC=CC=C12)C trimethyl-tryptophan